6-[4-[(S or R)-(4-fluorophenyl)-(2-fluoro-4-pyridyl)methyl]piperidine-1-carbonyl]-4H-1,4-benzoxazin-3-one FC1=CC=C(C=C1)[C@H](C1CCN(CC1)C(=O)C=1C=CC2=C(NC(CO2)=O)C1)C1=CC(=NC=C1)F |o1:7|